(S)-4-(4-(5-(1-(3,5-Dichloropyridin-4-yl)ethoxy)-1H-indazol-3-yl)phenyl)-1-imino-1λ6-thiomorpholine 1-oxide ClC=1C=NC=C(C1[C@H](C)OC=1C=C2C(=NNC2=CC1)C1=CC=C(C=C1)N1CCS(CC1)(=N)=O)Cl